ClC=1C=C(C=C(C1C1CC1)C1=C(C=2N=C(N=C(C2C=N1)OCC(F)(F)F)OC[C@]12CCCN2C[C@@H](C1)F)F)O 3-chloro-4-cyclopropyl-5-(8-fluoro-2-(((2R,7aS)-2-fluorotetrahydro-1H-pyrrolizin-7a(5H)-yl)methoxy)-4-(2,2,2-trifluoroethoxy)pyrido[4,3-d]pyrimidin-7-yl)phenol